FC=1C(=C(C=C(C1)C(C)C)[C@@H](C(=O)O)N1C[C@@H](CC1)N(CCCCC[C@H]1NC2=NC=CC=C2CC1)C)OC (S)-2-(3-fluoro-5-isopropyl-2-methoxyphenyl)-2-((R)-3-(methyl(5-((R)-1,2,3,4-tetrahydro-1,8-naphthyridin-2-yl)pentyl)amino)pyrrolidin-1-yl)acetic acid